2-chloro-5-methylpyridine-3-sulfonamide ClC1=NC=C(C=C1S(=O)(=O)N)C